ClP(=O)(OC1=CC=CC=C1)N[C@@H](C(=O)OC(C)C)C Isopropyl (2R)-2-[[chloro(phenoxy)phosphoryl]amino]propanoate